2-(2-Azido-1-methyl-ethyl)-2-methyl-1,3-Dioxolane N(=[N+]=[N-])CC(C)C1(OCCO1)C